C(C)(C)(C)OC([C@H](CCCN1C(=NC(=C1)/C=C/CCC(=O)[O-])[N+](=O)[O-])NC(=O)OC(C)(C)C)=O (4E)-5-{1-[(4S)-5-(tert-butoxy)-4-{[(tert-butoxy)carbonyl]amino}-5-oxopentyl]-2-nitro-1H-imidazol-4-yl}pent-4-enoate